FC(C=1C(=C(C=CC1)SC=1N=CC(=NC1)N1CCC2([C@@H](C=3N(N=CC3)C2)N)CC1)F)F (S)-1-(5-((3-(difluoromethyl)-2-fluorophenyl)thio)pyrazin-2-yl)-4'H,6'H-spiro[piperidine-4,5'-pyrrolo[1,2-b]pyrazol]-4'-amine